C(C(=C)C)(=O)OCC(COC(C(=C)C)=O)(COC(C(=C)C)=O)COC(C(=C)C)=O Pentaerythritol Tetramethacrylat